C(C)OC(=O)C1=NN(C(=C1Br)C1=CC(=C(C=C1)F)F)C1=C(C=CC=C1)F 4-Bromo-5-(3,4-difluorophenyl)-1-(2-fluorophenyl)-1H-pyrazole-3-carboxylic acid ethyl ester